(R)-7-((5-methyl-1H-pyrazol-1-yl)methyl)-2-(1H-pyrazol-4-yl)-4,5,7,8-tetrahydro-3-oxa-1-thia-5a,8-diazabenzo[cd]azulen-9(6H)-one CC1=CC=NN1C[C@H]1CN2C=3C(=C(SC3C(N1)=O)C=1C=NNC1)OCC2